O1C=CC2=NC=C(C=C21)C#CC2=CN=CC=1[C@H]3N(C[C@@H](OC12)C3)C(=O)C31CCC(CC3)(C1)C(F)(F)F ((2S,5S)-9-(furo[3,2-b]pyridin-6-ylethynyl)-2,3-dihydro-2,5-methanopyrido[3,4-f][1,4]oxazepin-4(5H)-yl)(4-(trifluoromethyl)bicyclo[2.2.1]heptan-1-yl)methanone